2-(5-(3,5-dichloro-4-fluorophenyl)-5-(trifluoromethyl)-4,5-dihydroisoxazol-3-yl)-N-(2,4,4-trimethylpentan-2-yl)-2,3-dihydro-1H-pyrrolo[3,4-c]pyridine-6-carboxamide ClC=1C=C(C=C(C1F)Cl)C1(CC(=NO1)N1CC=2C=NC(=CC2C1)C(=O)NC(C)(CC(C)(C)C)C)C(F)(F)F